C[SiH](C)C 1,1-dimethyl-1-silaethane